(R)-(3-Aminopiperidin-1-yl)(3-(4-(5-fluoro-3,3-dimethylindolin-1-yl)pyrido[3,2-d]pyrimidin-6-yl)phenyl)methanone N[C@H]1CN(CCC1)C(=O)C1=CC(=CC=C1)C=1C=CC=2N=CN=C(C2N1)N1CC(C2=CC(=CC=C12)F)(C)C